The molecule is a 2-hydroxydicarboxylic acid that is malic acid carrying an additional phosphinomethyl substituent at position 2. It has a role as a bacterial metabolite. It is a 2-hydroxydicarboxylic acid and a member of phosphinic acids. It derives from a malic acid. It is a conjugate acid of a 2-phosphinomethylmalate(3-). C(C(=O)O)C(C[P+](=O)O)(C(=O)O)O